methyl-((3-(4-chlorophenyl)-4-phenyl-4,5-dihydro-1H-pyrazol-1-yl)(((4-chlorophenyl)sulfonyl)imino)methyl)carbamimidothioate CSC(NC(=NS(=O)(=O)C1=CC=C(C=C1)Cl)N1N=C(C(C1)C1=CC=CC=C1)C1=CC=C(C=C1)Cl)=N